(R)-10-amino-2-cyclopropyl-1,2,3,4-tetrahydro-[1,4]oxazepino[2,3-c]quinolin-6(7H)-one NC1=CC=2C3=C(C(NC2C=C1)=O)OCC[C@@H](N3)C3CC3